N-(amino(5-((dimethylamino)methyl)-3-fluorothiophen-2-yl)(oxo)-λ6-sulfaneylidene)-2-(4,6-diisopropyl-1,3-dihydroisobenzofuran-5-yl)acetamide NS(=NC(CC=1C(=C2COCC2=CC1C(C)C)C(C)C)=O)(=O)C=1SC(=CC1F)CN(C)C